tert-butyl (2-oxo-1,2,3,4-tetrahydro-1,5-naphthyridin-3-yl)carbamate O=C1NC2=CC=CN=C2CC1NC(OC(C)(C)C)=O